ClC(C(=O)O)(Br)Br chloro-dibromoacetic acid